4-(2-hydrazineylethyl)morpholine N(N)CCN1CCOCC1